1-(4-ethynylphenyl)cyclopropanecarboxylic acid C(#C)C1=CC=C(C=C1)C1(CC1)C(=O)O